tert-butyl (S)-hexahydro-5H-isothiazolo[2,3-a]pyrazine-5-carboxylate 1,1-dioxide S1(CC[C@@H]2N1CCN(C2)C(=O)OC(C)(C)C)(=O)=O